tert-butyl [(1S)-1-{1-[5-(morpholin-4-yl)pyridin-2-yl]-1H-1,2,4-triazol-5-yl}ethyl]carbamate N1(CCOCC1)C=1C=CC(=NC1)N1N=CN=C1[C@H](C)NC(OC(C)(C)C)=O